4-(4-(2-(2,6-Dichlorophenyl)-3-methylimidazo[2,1-f][1,6]naphthyridin-9-yl)-1H-pyrazol-1-yl)-1-methylcyclohexane-1-carboxylic acid ClC1=C(C(=CC=C1)Cl)C=1N=C2C=3C=C(C=NC3C=CN2C1C)C=1C=NN(C1)C1CCC(CC1)(C(=O)O)C